C(C)(C)(C)[S@](=O)N1[C@H](C=2C(=NC(=CC2C1)C(=O)NCC1=CC(=CC=C1)OC)C1=CC(=CC=C1)C1=CC=NC=C1)CCO (3S)-2-[(S)-tert-butylsulfinyl]-3-(2-hydroxyethyl)-N-[(3-methoxyphenyl)methyl]-4-(3-pyridin-4-ylphenyl)-1,3-dihydropyrrolo[3,4-c]pyridine-6-carboxamide